N-(3,5-difluorophenylmethyl)glycine FC=1C=C(C=C(C1)F)CNCC(=O)O